4-[(3-chloro-4-fluorophenyl)amino]-6-{[4-(N,N-dimethylamino)-1-oxo-2-buten-1-yl]amino}-7-((R)-tetrahydrofuran-3-yloxy)-quinazoline ClC=1C=C(C=CC1F)NC1=NC=NC2=CC(=C(C=C12)NC(C=CCN(C)C)=O)O[C@H]1COCC1